FCCC1=NC(=NO1)C=1C(=C(C=CC1)NC1=CC=NC=C1C(=O)NC)OC([2H])([2H])[2H] 4-((3-(5-(2-fluoroethyl)-1,2,4-oxadiazol-3-yl)-2-(methoxy-d3)phenyl)amino)-N-methylnicotinamide